ICCC(=O)C1=CC=C(C=C1)C 3-iodo-1-(p-tolyl)propan-1-one